FCCNC1=NC=CC=N1 2-((2-fluoroethyl)amino)pyrimidin